(3S)-3-[(5-cyclopropyl-1,2,4-triazin-3-yl)amino]pyrrolidin-2-one C1(CC1)C=1N=C(N=NC1)N[C@@H]1C(NCC1)=O